4-(((((9H-fluoren-9-yl)methoxy)carbonyl)(4-nitrobenzyl)amino)phenyl)pyrrolidine-1-carboxylate C1=CC=CC=2C3=CC=CC=C3C(C12)COC(=O)N(CC1=CC=C(C=C1)[N+](=O)[O-])C1=C(C=CC=C1)C1CCN(C1)C(=O)[O-]